NC([C@H]([C@@H](C)O)N(C)CC1N(C2(CN(C2=O)OCC2=CC=CC=C2)CC1)C(=O)OC(C)(C)C)=O Tert-Butyl 6-((((2S,3R)-1-amino-3-hydroxy-1-oxobutan-2-yl)(methyl)amino)methyl)-2-(benzyloxy)-1-oxo-2,5-diazaspiro[3.4]octane-5-carboxylate